6-chloro-2'-(2,4-dimethoxypyrimidin-5-yl)-3'-isopropyl-5'-(m-tolyl)-3'H-spiro[indoline-3,4'-pyrrolo[3,4-d]imidazole]-2,6'(5'H)-dione ClC1=CC=C2C(=C1)NC(C21N(C(C=2N=C(N(C21)C(C)C)C=2C(=NC(=NC2)OC)OC)=O)C=2C=C(C=CC2)C)=O